(2-fluoro-2-(4-(hydroxymethyl)-3-methoxyphenyl)vinyl)-2,2'-dimethyl-[1,1'-biphenyl] FC(=CC=1C(=C(C=CC1)C1=C(C=CC=C1)C)C)C1=CC(=C(C=C1)CO)OC